ClC1=C2C(N(C(=NC2=CC(=C1)Cl)[C@H](CC1=CC(=CC(=C1)F)F)NC(OC(C)(C)C)=O)C=1C=CC(=C2C(=NN(C12)C)N(S(=O)(=O)C)CC1=CC=C(C=C1)OC)Cl)=O tert-butyl (S)-(1-(5,7-dichloro-3-(4-chloro-3-(N-(4-methoxybenzyl)methylsulfonamido)-1-methyl-1H-indazol-7-yl)-4-oxo-3,4-dihydroquinazolin-2-yl)-2-(3,5-difluorophenyl)ethyl)carbamate